monopropyl-acetylenedicarboxylic acid C(CC)OC(=O)C#CC(=O)O